F[C@@H]1C[C@@]2(CCCN2C1)COC1=NC(=NC(=N1)C=C)N1C[C@H]2CC[C@@H](C1)N2C(=O)OC(C)(C)C tert-butyl (1R,5S)-3-(4-(((2R,7aS)-2-fluorotetrahydro-1H-pyrrolizin-7a(5H)-yl)methoxy)-6-vinyl-1,3,5-triazin-2-yl)-3,8-diazabicyclo[3.2.1]octane-8-carboxylate